(2S,3R,4R,5S)-1-(4-(cyclopropylmethoxy)-2,6-difluorophenethyl)-2-(hydroxymethyl)piperidine-3,4,5-triol C1(CC1)COC1=CC(=C(CCN2[C@H]([C@H]([C@@H]([C@H](C2)O)O)O)CO)C(=C1)F)F